C12CNCC(CC1)N2C=2SC=1CN(CC(C1N2)(C)C)C(C(C(C)C)O)=O 1-(2-(3,8-diazabicyclo[3.2.1]octan-8-yl)-7,7-dimethyl-6,7-dihydrothiazolo[5,4-c]pyridin-5(4H)-yl)-2-hydroxy-3-methylbutan-1-one